O1C(=CC2=C1C=CC=C2)C=2N=C(SC2)N 4-(benzofuran-2-yl)thiazol-2-amine